N1N=CN=C1[C@@H]1CN(CC1)C(=O)N1CC(C1)C12CC(C1)(C2)C2=CC=C(C=C2)S(=O)(=O)C(F)(F)F [(3S)-3-(1H-1,2,4-Triazol-5-yl)pyrrolidin-1-yl]-[3-[3-[4-(trifluoromethylsulfonyl)phenyl]-1-bicyclo[1.1.1]pentanyl]azetidin-1-yl]methanone